BrC1=CC=C(C=C1)N1C(=NC2=C1C=1C=C(OC1C(=C2)C#N)C)NC(=O)C2=CC(=NN2CC)C N-(1-(4-bromophenyl)-5-cyano-7-methyl-1H-benzofuro[4,5-d]imidazol-2-yl)-1-ethyl-3-Methyl-1H-pyrazole-5-carboxamide